3-((1-(bromomethyl)cyclopropyl)sulfonyl)-3-methyloxacycloButane BrCC1(CC1)S(=O)(=O)C1(COC1)C